ClC1=C(C=CC=C1)C1=C(C(=CC=C1)NC(=O)[C@H]1N(C[C@@H](C1)F)C(CN1N=C(C2=C1C=C(S2)C=2C=NC(=NC2)C)C(=O)N)=O)F 1-(2-((2S,4R)-2-(2'-chloro-2-fluorobiphenyl-3-ylcarbamoyl)-4-fluoropyrrolidin-1-yl)-2-oxoethyl)-5-(2-methylpyrimidin-5-yl)-1H-thieno[3,2-c]pyrazole-3-carboxamide